CC1=CC=CC(=N1)C1=NC=CC(=N1)NC1=NC(=NC=C1)NC=1C=C2CC3(CNCC3)CC2=CC1 N4-[2-(6-methyl-2-pyridyl)pyrimidin-4-yl]-N2-spiro[indane-2,3'-pyrrolidine]-5-yl-pyrimidine-2,4-diamine